tert-butyl 3-(2-(4-methoxybenzyl)-3-oxo-7-(trifluoromethyl)isoindolin-5-yl)azetidine-1-carboxylate COC1=CC=C(CN2CC3=C(C=C(C=C3C2=O)C2CN(C2)C(=O)OC(C)(C)C)C(F)(F)F)C=C1